C(#N)C1CC(CN(CC1)C(=O)OC(C)(C)C)O tert-butyl 5-cyano-3-hydroxyazepane-1-carboxylate